3-(9-((4-(aminomethyl)-2-chloro-6-methylphenyl)carbamoyl)-2-methyl-4,5-dihydrobenzo[b]thieno[2,3-d]oxepin-8-yl)-6-(propylcarbamoyl)picolinic acid NCC1=CC(=C(C(=C1)C)NC(=O)C1=CC2=C(OCCC3=C2SC(=C3)C)C=C1C=1C(=NC(=CC1)C(NCCC)=O)C(=O)O)Cl